3-methoxy-5-(2-phenyl-1-ethenyl)phenolate COC=1C=C(C=C(C1)C=CC1=CC=CC=C1)[O-]